CC(C)(C#C)N 2-methyl-3-butyn-2-amine